(2S,5R)-2-(N-((hydroxymethyl)sulfonyl)carbamimidoyl)-7-oxo-1,6-diazabicyclo[3.2.1]octan-6-yl hydrogen sulfate S(=O)(=O)(ON1[C@@H]2CC[C@H](N(C1=O)C2)C(NS(=O)(=O)CO)=N)O